1-(4-bromobenzyl)-5,6-dimethoxy-1H-benzo[d]imidazol-2-amine BrC1=CC=C(CN2C(=NC3=C2C=C(C(=C3)OC)OC)N)C=C1